5-chloro-2-[4-[[2-hydroxycyclohexyl]amino]pyrido[3,4-d]pyridazin-1-yl]phenol ClC=1C=CC(=C(C1)O)C1=C2C(=C(N=N1)NC1C(CCCC1)O)C=NC=C2